BrC1=CC=C2C(=NN(C2=C1)CCO[Si](C)(C)C(C)(C)C)C(F)(F)F 6-bromo-1-{2-[(tert-butyldimethylsilyl)oxy]ethyl}-3-(trifluoromethyl)indazole